ClC1=C(C=CC=C1Cl)N1CCN(CC1)CCC1CC(C1)NC(=O)NC 1-(3-(2-(4-(2,3-dichlorophenyl)piperazin-1-yl)ethyl)cyclobutyl)-3-methylurea